C1(=CC=CC=C1)CCC[C@H](N)B1OC(C(O1)(C)C)(C)C (R)-4-phenyl-1-(4,4,5,5-tetramethyl-1,3,2-dioxaborolan-2-yl)butan-1-amine